C[C@@]1(CC(C2=CC=CC=C12)=O)CC1=C(N(C2=CC=CC=C12)C1=C(C=CC=C1)C)C1=CC=CC=C1 (S)-3-methyl-3-((2-phenyl-1-tolyl-1H-indol-3-yl)methyl)-2,3-dihydro-1H-inden-1-one